C(C#CCC)(=O)[O-] pent-2-ynoate